BrC1=CN=CC(=N1)C1=CN=C2N1C=CC(=C2)OC(C)C 3-(6-bromopyrazin-2-yl)-7-isopropoxy-imidazo[1,2-a]pyridine